C(C)(C)(C)OC(=O)N1CCN(CC1)C(=O)C=1N(C=C(C1)C(NC1=CC(=CC(=C1)S(=O)(=O)C)Cl)=O)C1=NC=CC=C1 4-{4-[(3-chloro-5-methanesulfonylphenyl)carbamoyl]-1-(pyridin-2-yl)-1H-pyrrole-2-carbonyl}piperazine-1-carboxylic acid tert-butyl ester